[N+](=O)([O-])C1=CC=C(C=C1)NC(C)=O N-(4-nitrophenyl)acetamide